ClC=1C=NN(C(C1Cl)=O)[C@@H](C(=O)O)C |r| (rac)-2-(4,5-dichloro-6-oxopyridazin-1(6H)-yl)propanoic acid